OC=1C=C(C=CC(=O)NC=2C(C(=O)O)=CC=CC2)C=CC1O N-(3,4-dihydroxycinnamoyl)anthranilic acid